CNS(=O)(=O)CCNC1=C(C=C(C=C1)C1=CC=CC=C1)C1=NN(C=C1)C N-methyl-2-((3-(1-methyl-1H-pyrazol-3-yl)-[1,1'-biphenyl]-4-yl)amino)ethane-1-sulfonamide